N[C@@H]1[C@@H]2[C@H]([C@H](OC1O)CNC(OC(C)(C)C)=O)OC(O2)(C)C tert-Butyl (((3aS,4R,7R,7aR)-7-amino-6-hydroxy-2,2-dimethyltetrahydro-4H-[1,3]dioxolo[4,5-c]pyran-4-yl)methyl)carbamate